3-((3-(1-(pyridin-3-ylmethyl)-1H-pyrazol-3-yl)-[1,1'-biphenyl]-4-yl)amino)-propanenitrile N1=CC(=CC=C1)CN1N=C(C=C1)C=1C=C(C=CC1NCCC#N)C1=CC=CC=C1